5-[[3-carboxy-3-(3,3-dimethylbutanoylamino)propyl]-[4-(5,6,7,8-tetrahydro-1,8-naphthyridin-2-yl)butyl]amino]pentanoic acid C(=O)(O)C(CCN(CCCCC(=O)O)CCCCC1=NC=2NCCCC2C=C1)NC(CC(C)(C)C)=O